2-amino-6-(1-methyl-1H-pyrazol-4-yl)benzonitrile NC1=C(C#N)C(=CC=C1)C=1C=NN(C1)C